BrC1(CCC(C1)OC)O bromo-4-methoxycyclopentanol